(R)-5-(5-(1-(3,5-Dichloropyridin-4-yl)ethoxy)-6-methoxy-1H-indazol-3-yl)-2-(3-(isopropylamino)-3-methylazetidin-1-yl)nicotinonitrile ClC=1C=NC=C(C1[C@@H](C)OC=1C=C2C(=NNC2=CC1OC)C=1C=NC(=C(C#N)C1)N1CC(C1)(C)NC(C)C)Cl